C1(CC1)C=1N=NN(C1)[C@H](C(=O)N1[C@@H](C[C@H](C1)O)C(=O)NC1(C(C1)CC)C=1C=C(C=CC1)C)C(C)(C)C (2S,4R)-1-[(2S)-2-(4-cyclopropyltriazol-1-yl)-3,3-dimethyl-butanoyl]-N-[2-ethyl-1-(m-tolyl)cyclopropyl]-4-hydroxy-pyrrolidine-2-carboxamide